FC=1C=C2[C@H]3CCCN3C=3C=CN4N=CC(CN(CCOC2=CC1)C(CO)=O)=C4N3 1-[(6R)-9-fluoro-13-oxa-2,16,20,21,24-pentaazapentacyclo[16.5.2.02,6.07,12.021,25]pentacosa-1(24),7,9,11,18(25),19,22-heptaen-16-yl]-2-hydroxyethan-1-one